2-(2,3-dihydro-1H-inden-2-yl)-4-(1H-pyrazol-1-yl)-4,5-dihydrooxazol C1C(CC2=CC=CC=C12)C=1OCC(N1)N1N=CC=C1